COC1=C(C=CC=C1)N1NC2=CC=CC=C2C1=O 2-(2-methoxyphenyl)-indazol-3-one